3-[(6-aminohexyl)methylamino]-1-propanesulfonic acid NCCCCCCN(CCCS(=O)(=O)O)C